[Re](=O)(=O)(=O)[O-].[NH4+].ClC1=CC=C(C=C1)CCC1(OC1)C(C)(C)C 2-(4-chlorophenylethyl)-2-tert-butyl-oxirane AMMONIUM PERRHENAT